N(C(=N)N)CCC[C@H](C(=O)NCC1=CC=C(C=C1)O)NC(C(N1CCC2(CCCC2)CC1)C1=CC=CC=C1)=O (2R)-5-guanidino-N-(4-hydroxybenzyl)-2-(2-phenyl-2-(8-azaspiro[4.5]decan-8-yl)acetamido)pentanamide